BrC1=NC2=C3N=CC=CC3=CC=C2C=C1 2-bromo-1,10-phenanthroline